OC(COC=1C=C(C=2N(C1)N=CC2C#N)C=2C=NC(=CC2)N2CC1N(C(C2)C1)CC#CC1=CC=NC=C1)(C)C 6-(2-hydroxy-2-methylpropoxy)-4-(6-(6-(3-(pyridin-4-yl)prop-2-yn-1-yl)-3,6-diazabicyclo[3.1.1]heptan-3-yl)pyridin-3-yl)pyrazolo[1,5-a]pyridine-3-carbonitrile